OB1OC2=C(C=C1)C=C(C=C2)N 2-hydroxy-1,2-benzoxaborinin-6-amine